C[Si](CCCO)(CC[SiH2]C=C(C)C)C 3-[dimethyl-[2-(dimethylvinylsilyl)ethyl]silyl]propanol